1H-pyrazol-4-ylboronic acid N1N=CC(=C1)B(O)O